2-((2-ethyl-6-fluoro-5-(4-(2-(3-hydroxyazetidin-1-yl-3-d)-2-oxoethyl)piperazin-1-yl)pyrazolo[1,5-a]pyridin-3-yl)(methyl-d3)amino)-4-(4-fluorophenyl)thiazole-5-carbonitrile C(C)C1=NN2C(C=C(C(=C2)F)N2CCN(CC2)CC(=O)N2CC(C2)([2H])O)=C1N(C=1SC(=C(N1)C1=CC=C(C=C1)F)C#N)C([2H])([2H])[2H]